FC(COC=1C=C(C(=NC1)C)N1C(C(C2=CC(=CC=C12)C(=O)NC1(CS(C1)(=O)=O)C)(C)C)=O)F 1-[5-(2,2-difluoroethoxy)-2-methyl-3-pyridinyl]-3,3-dimethyl-N-(3-methyl-1,1-dioxo-thietan-3-yl)-2-oxo-indoline-5-carboxamide